ClC=1C(=C(C=CC1F)[C@H](NC(=O)N1[C@@H](C(NCC1)=O)C)[C@@H]1C[C@@H](CC1)C(F)(F)F)F |o1:8| (2R)-N-((R or S)-(3-chloro-2,4-difluorophenyl)(cis-3-(trifluoromethyl)-cyclopentyl)-methyl)-2-methyl-3-oxopiperazine-1-carboxamide